2-(1-(1-methoxyisoquinolin-5-yl)-5-(trifluoromethyl)-1H-pyrazol-4-yl)-2-carbonyl-acetic acid COC1=NC=CC2=C(C=CC=C12)N1N=CC(=C1C(F)(F)F)C(C(=O)O)=C=O